tert-butyl 4-(5-acetyl-3-iodo-6,7-dihydro-4H-pyrazolo[4,3-c]pyridin-1-yl)piperidine-1-carboxylate C(C)(=O)N1CC2=C(CC1)N(N=C2I)C2CCN(CC2)C(=O)OC(C)(C)C